(S)-2-(6-(1'-(2-azaspiro[3.3]heptan-6-yl)-[1,4'-bipiperidin]-4-yl)-5-methyl-6,7,8,9-tetrahydro-5H-pyrido[3',4':4,5]pyrrolo[2,3-c]pyridazin-3-yl)phenol C1NCC12CC(C2)N2CCC(CC2)N2CCC(CC2)N2[C@H](C1=C(NC=3N=NC(=CC31)C3=C(C=CC=C3)O)CC2)C